5-(2-((4-methyl-4-(4,4,5,5-tetramethyl-1,3,2-dioxaborolan-2-yl)cyclohexyl)oxy)pyridin-4-yl)-2,3-dihydro-1H-inden-4-amine CC1(CCC(CC1)OC1=NC=CC(=C1)C1=C(C=2CCCC2C=C1)N)B1OC(C(O1)(C)C)(C)C